[N+](=O)([O-])C1=C(C=CC=C1)NC1=CC=CC=C1 2-Nitrophenyl-aniline